ClC=1C=C(C(=NC1)F)C1(CCN(CC1)C#N)F 4-(5-chloro-2-fluoropyridin-3-yl)-4-fluoropiperidine-1-carbonitrile